6-(naphthalene-2-yl)-1,3,5-triazine C1=C(C=CC2=CC=CC=C12)C1=NC=NC=N1